FC(S(=O)(=O)OC1=CC(=CC=C1)C1C(NC(CC1)=O)=O)(F)F 3-(2,6-dioxopiperidin-3-yl)phenyl trifluoromethanesulfonate